FC(C)(F)C1=CC=C(CNC2CC2)C=C1 N-(4-(1,1-difluoroethyl)benzyl)cyclopropanamine